ClC1=C(C=CC(=C1)F)NC1=NC=C(C(=N1)N1C=NC(=C1)C(=O)N[C@H](CO)C1=CC(=CC=C1)Cl)C (S)-1-(2-((2-chloro-4-fluorophenyl)amino)-5-methylpyrimidin-4-yl)-N-(1-(3-chlorophenyl)-2-hydroxyethyl)-1H-imidazole-4-carboxamide